ClC1=C(C=C(C=C1)[N+](=O)[O-])[C@@H]1COCCCN1 |r| (+/-)-3-(2-chloro-5-nitrophenyl)-1,4-oxazepane